ClC1=CC=C(C(=N1)C(=O)O)N[C@H](C)C1=C2N=C(C(=NC2=CC(=C1)C)C#N)N1CC(CCC1)O 6-chloro-3-(((1R)-1-(2-cyano-3-(3-hydroxypiperidin-1-yl)-7-methylquinoxalin-5-yl)ethyl)amino)picolinic acid